(5-cyclobutoxy-2-fluoropyridin-3-yl)methanol C1(CCC1)OC=1C=C(C(=NC1)F)CO